ClCCCN(C=1C(=CC(=C(C1)OC)NC1=NC=CC(=N1)C1=CN(C2=CC=CC=C12)C)N)C N1-(3-chloropropyl)-5-methoxy-N1-methyl-N4-(4-(1-methyl-1H-indol-3-yl)pyrimidin-2-yl)benzene-1,2,4-triamine